3β,5α-dihydroxy-7β,19-epoxy-stigmastan-6-one O[C@@H]1C[C@@]2(C([C@H]3[C@H]4[C@@H]5CC[C@H]([C@@H](CC[C@@H](CC)C(C)C)C)[C@]5(CC[C@@H]4[C@]2(CC1)CO3)C)=O)O